((4-(cyclopropanesulfonamido)pyridine-2-yl)methyl)-6-methyl-5-(2-propylazetidin-1-yl)pyrazine-2-carboxamide C1(CC1)S(=O)(=O)NC1=CC(=NC=C1)CC=1C(=NC(=C(N1)N1C(CC1)CCC)C)C(=O)N